cyclohexylcyclopropyl alcohol C1(CCCCC1)C1(CC1)O